(S)-1-(4-(4-((6-((1-acryloylpiperidin-4-yl)amino)-7-methoxyquinazolin-4-yl)amino)-3-fluorophenoxy)pyridin-2-yl)-3-methylpyrrolidine-3-carbonitrile C(C=C)(=O)N1CCC(CC1)NC=1C=C2C(=NC=NC2=CC1OC)NC1=C(C=C(OC2=CC(=NC=C2)N2C[C@](CC2)(C#N)C)C=C1)F